[N-](S(=O)(=O)C(F)(F)F)S(=O)(=O)C(F)(F)F.OCCN1C=[N+](C=C1)CCO 1,3-bis(2-hydroxyethyl)imidazolium bis(trifluoromethanesulfonyl)imide